COC(C(=C(C(F)(F)F)F)F)(C(C(C(F)(F)F)(F)F)(F)F)F 4-methoxyperfluoro-2-heptene